4-methyltriazine CC1=NN=NC=C1